(2R)-2-methyl-4-oxopiperidine-1-carboxylic acid tert-butyl ester C(C)(C)(C)OC(=O)N1[C@@H](CC(CC1)=O)C